N[S@](=NC(CC=1C(=C2COCC2=CC1C(C)C)C(C)C)=O)(=O)C=1SC=C(C1)C(C)(C)O (R)-N-(amino(4-(2-hydroxypropan-2-yl)thiophen-2-yl)(oxo)-λ6-sulfaneylidene)-2-(4,6-diisopropyl-1,3-dihydro-isobenzofuran-5-yl)acetamide